ClC1=NC=C(C(=C1)C1=C(C=NC(=C1)C)C(=O)NC=1SC(=NN1)OCC1=NC=C(C=C1)OC)OC 2'-chloro-5'-methoxy-N-(5-((5-methoxypyridin-2-yl)methoxy)-1,3,4-thiadiazol-2-yl)-6-methyl-(4,4'-bipyridine)-3-carboxamide